NC1CN(CCC1)C1=C2C(=NC=C1Br)NC=C2NC(=O)C2CC2 N-[4-(3-aminopiperidin-1-yl)-5-bromo-1H-pyrrolo[2,3-b]pyridin-3-yl]cyclopropanecarboxamide